C(#N)C1=CC2=C(N=C(S2)NC=2C=C(C(=O)N[C@@H]3CNCC3)C=CN2)C=C1 (S)-2-((6-cyanobenzo[d]thiazol-2-yl)amino)-N-(pyrrolidin-3-yl)isonicotinamide